4-(N,N-di(4-methoxyphenyl)amino)benzaldehyde COC1=CC=C(C=C1)N(C1=CC=C(C=C1)OC)C1=CC=C(C=O)C=C1